FC(OC=1C=C(C=CC1)N1C(C2(C3=CC(=CC=C13)C=C)CC2)=O)F 1'-(3-(difluoromethoxy)phenyl)-5'-vinylspiro[cyclopropane-1,3'-indoline]-2'-one